2-(5-Fluoro-2-pyridyl)-6,6-dimethyl-3-(1H-pyrazolo[4,3-b]pyridin-7-yl)-5,7-dihydropyrazolo[5,1-b][1,3]oxazine FC=1C=CC(=NC1)C1=NN2C(OCC(C2)(C)C)=C1C1=C2C(=NC=C1)C=NN2